2-{3-[2-(1-aminocyclobutyl)ethynyl]pyridin-4-yl}-3-[(3-chloro-2-methoxyphenyl)amino]-1H,5H,6H,7H-pyrrolo[3,2-c]pyridin-4-one NC1(CCC1)C#CC=1C=NC=CC1C1=C(C=2C(NCCC2N1)=O)NC1=C(C(=CC=C1)Cl)OC